N-(6-(4-fluorophenyl)-1-(p-tolyl)-1H-pyrazolo[3,4-d]pyrimidin-4-yl)-5-nitrothiophene-2-carboxamide FC1=CC=C(C=C1)C1=NC(=C2C(=N1)N(N=C2)C2=CC=C(C=C2)C)NC(=O)C=2SC(=CC2)[N+](=O)[O-]